2-(((1S,4S)-2-oxa-5-azabicyclo[2.2.1]heptan-5-yl)methyl)-7-(5-fluoro-2-(((3S,4R)-3-hydroxytetrahydro-2H-pyran-4-yl)amino)pyrimidin-4-yl)-1-isopropylquinolin-4(1H)-one [C@@H]12OC[C@@H](N(C1)CC=1N(C3=CC(=CC=C3C(C1)=O)C1=NC(=NC=C1F)N[C@H]1[C@@H](COCC1)O)C(C)C)C2